COCOC1=C(C=CC=C1)C=1C=C2N3CCN(CC3CNC2=NN1)C(=O)OC(C)(C)C tert-butyl 4-[2-(methoxymethoxy)phenyl]-1,5,6,8,12-pentazatricyclo[8.4.0.02,7]tetradeca-2,4,6-triene-12-carboxylate